1-(5-((2-(2,6-dioxopiperidin-3-yl)-1-oxoisoindol-4-yl)amino)piperidin-4-yl)-3-methoxybenzamide O=C1NC(CCC1N1C(C2=CC=CC(=C2C1)NC1C(CCNC1)C1(C(=O)N)CC(=CC=C1)OC)=O)=O